(2-(benzo[c][1,2,5]oxadiazol-5-ylmethoxy)-4-((2-bromo-[1,1'-biphenyl]-3-yl)methoxy)-5-fluorobenzyl)-D-serine ethyl ester hydrochloride Cl.C(C)OC([C@H](NCC1=C(C=C(C(=C1)F)OCC=1C(=C(C=CC1)C1=CC=CC=C1)Br)OCC1=CC=2C(=NON2)C=C1)CO)=O